OC=1C=C2CCN(C(C2=CC1O)C1=CC=CC=C1)C(NCCC1=CC=CC=C1)=S 6,7-dihydroxy-1-phenyl-N-(2-phenylethyl)-1,2,3,4-tetrahydroisoquinoline-2-carbothioamide